(2-(trifluoromethyl)pyridin-3-yl)methanone FC(C1=NC=CC=C1C=O)(F)F